2-((3-((tert-butyldimethylsilyl)oxy)-2-methylphenyl)amino)-6-cyclopropylnicotinonitrile [Si](C)(C)(C(C)(C)C)OC=1C(=C(C=CC1)NC1=C(C#N)C=CC(=N1)C1CC1)C